ClC=1C(=C(C=CC1)[C@@H]1N(OCC1)C1=CC(=NC=N1)NC=1C(=CC(=C(C1)NC(C=C)=O)N1CCC(CC1)N1CCN(CC1)CC1CC1)OC)F N-(5-((6-((R)-3-(3-chloro-2-fluorophenyl)isoxazolidine-2-yl)pyrimidine-4-yl)amino)-2-(4-(4-(cyclopropylmeth-yl)piperazine-1-yl)piperidine-1-yl)-4-methoxyphenyl)acrylamide